C(C=C)(=O)OCCC[Si](OC)(OC)OC 3-(Trimethoxysilyl)propyl Acrylate